COC=1C=C(OC[C@@H]2CN([C@H](O2)C(F)(F)F)C2=CC(=C(C#N)C=C2)C(F)(F)F)C=CC1 4-((2R,5S)-5-((3-Methoxyphenoxy)methyl)-2-(trifluoromethyl)oxazolidin-3-yl)-2-(trifluoromethyl)benzonitril